BrC=1C=C2C(=NN(C2=CC1F)C1C(N(C(CC1)=O)CC1=CC=C(C=C1)OC)=O)C 3-(5-Bromo-6-fluoro-3-methyl-1h-indazol-1-yl)-1-(4-methoxybenzyl)piperidine-2,6-dione